ClC1=C(C(=O)N2CCC(CC2)C(=O)NC[C@@H]2CNCC2)C=CC(=C1)NC(=O)C=1N(C(=CN1)C1=C(C(=C(C=C1)OC)F)F)C 1-[2-chloro-4-[[5-(2,3-difluoro-4-methoxy-phenyl)-1-methyl-imidazole-2-carbonyl]amino]benzoyl]-N-[[(3S)-pyrrolidin-3-yl]methyl]piperidine-4-carboxamide